3-(2-trimethylsilylethoxymethyloxy)benzonitrile C[Si](CCOCOC=1C=C(C#N)C=CC1)(C)C